CC(CNS(O)(=O)=O)CC N-(2-methylbutyl)sulfamic acid